FC(C=1C(=C(C=CC1)[C@@H](C)NC1=NN(C(C=2C1=CN(C(C2)=O)[C@]2(CN(CC2)C)C(F)(F)F)=O)C)F)F 4-[[(1R)-1-[3-(difluoromethyl)-2-fluoro-phenyl]ethyl]amino]-2-methyl-6-[(3R)-1-methyl-3-(trifluoromethyl)pyrrolidin-3-yl]pyrido[3,4-d]pyridazine-1,7-dione